COC(=O)C1OCC(C1O)O 3,4-dihydroxytetrahydrofuran-2-carboxylic acid methyl ester